C(C=C)[C@@H]1[C@@H](CCCC1)O (1R,2R)-2-ALLYLCYCLOHEXANOL